1-(3-chloro-4-methoxyphenyl)-6-(4-methylpiperazin-1-yl)-1H-benzo[d]imidazole ClC=1C=C(C=CC1OC)N1C=NC2=C1C=C(C=C2)N2CCN(CC2)C